2-amino-8-ethyl-7-methyl-7,8-dihydro-5H-pyrano[4,3-b]pyridin-5-one NC1=CC=C2C(=N1)C(C(OC2=O)C)CC